FS(C1=CC=C(C=C1)N1N=C(C2=NC=CC=C21)CNC(C=C)=O)(F)(F)(F)F N-((1-(4-(pentafluoro-λ6-sulfanyl)phenyl)-1H-pyrazolo[4,3-b]pyridin-3-yl)methyl)acrylamide